ClC1=C(C=C(OCC(=O)N[C@H]2CC[C@@H](NC2)C(=O)NC2=CC(=CC=C2)OC)C=C1)F (2R,5S)-5-[2-(4-chloro-3-fluoro-phenoxy)acetamido]-N-(3-methoxy-phenyl)piperidine-2-carboxamide